Cl.C1(CCCC1)N1C(C(=CC2=C1N=C(N=C2)NC2=NC=C(C=C2)N2CCNCC2)C)=O 8-cyclopentyl-6-methyl-2-(5-piperazin-1-yl-pyridin-2-ylamino)-8H-pyrido[2,3-d]pyrimidin-7-one hydrochloride